2-N-acetyl-D-galactosamine C(C)(=O)N[C@H]1C(O)O[C@@H]([C@@H]([C@@H]1O)O)CO